C(=O)(O)C1=C(C=CC=C1)NC(C=C)=O N-(carboxyphenyl)acrylamide